O=C1NC2=CC=CC=C2C(N1)=O 2,4-dioxo-1,2,3,4-tetrahydroquinazoline